10-iodo-4,6,8-trimethylundecyl ethoxymethyl ether C(C)OCOCCCC(CC(CC(CC(C)I)C)C)C